4-amino-N,N,N-trimethylbutan-1-aminium bromide [Br-].NCCCC[N+](C)(C)C